(2S)-but-3-en CCC=C